N-(1-adamantyl)-2-hydroxy-acetamide C12(CC3CC(CC(C1)C3)C2)NC(CO)=O